ClC1=CC=C2C(=CN(C2=C1Cl)C#C[Si](C(C)C)(C(C)C)C(C)C)C=1C=NN(C1)C1OCCCC1 2-[6,7-Dichloro-3-(1-tetrahydropyran-2-ylpyrazol-4-yl)indol-1-yl]ethynyl-triisopropyl-silane